3-bromo-5-fluoro-2-(4-fluorophenoxy)pyridine BrC=1C(=NC=C(C1)F)OC1=CC=C(C=C1)F